[Si](C)(C)(C(C)(C)C)OCC=1N=C(SC1S(=O)(=O)NC(NC1=C(C=C(C=C1C(C)C)C#N)C(C)C)=O)C(C)(C)O 3-(4-[[(tert-butyldimethylsilyl)oxy]methyl]-2-(2-hydroxypropan-2-yl)-1,3-thiazole-5-sulfonyl)-1-[4-cyano-2,6-bis(propan-2-yl)phenyl]urea